N1=CN=CC2=C1CCSC2 7,8-dihydro-5H-thiopyrano[4,3-d]pyrimidine